Cl.N=1NC=C2C=CC=CC12 2H-indazole HCl